2-(1-(3-(benzyloxy)-6-methylpyridin-2-yl)imidazo[1,5-a]pyridin-3-yl)-4-fluorophenol C(C1=CC=CC=C1)OC=1C(=NC(=CC1)C)C=1N=C(N2C1C=CC=C2)C2=C(C=CC(=C2)F)O